C1(CC1)C1=NC=NC(=C1C1=NC=2N(CC(N(C2C=N1)C)=O)CC1=CC2=C(C=3N(CCC2)C=C(N3)C(F)(F)F)C=C1)OC 2-(4-cyclopropyl-6-methoxypyrimidin-5-yl)-5-methyl-8-((2-(trifluoromethyl)-6,7-dihydro-5H-benzo[c]imidazo[1,2-a]azepine-9-yl)methyl)-7,8-dihydropteridin-6(5H)-one